FC=1C=C(C=NC1)[C@H](CNCC1CCC(CC1)O)O (1R,4r)-4-((((R)-2-(5-Fluoropyridin-3-yl)-2-hydroxyethyl)amino)-methyl)cyclohexan-1-ol